2-(4-cyclopropyl-6-methoxy-pyrimidin-5-yl)-4-[2,2-difluoro-1-[4-[1-methyl-4-(trifluoromethyl)imidazol-2-yl]phenyl]ethoxy]-5-methoxy-pyrimidine C1(CC1)C1=NC=NC(=C1C1=NC=C(C(=N1)OC(C(F)F)C1=CC=C(C=C1)C=1N(C=C(N1)C(F)(F)F)C)OC)OC